methyl-4,5-dibutylnonanoic acid CC(C(=O)O)CC(C(CCCC)CCCC)CCCC